[Si](C)(C)(C(C)(C)C)O[C@H](CCNC(OC1=CC=C(C=C1)[N+](=O)[O-])=O)CN1CCN(CC1)C1=C(C(=CC=C1)F)OC 4-Nitrophenyl (R)-(3-((tert-butyldimethylsilyl)oxy)-4-(4-(3-fluoro-2-methoxyphenyl)piperazin-1-yl)butyl)carbamate